1-(4-vinylphenyl)ethane-1,2-dione C(=C)C1=CC=C(C=C1)C(C=O)=O